C(C)(C)(C)OC(=O)N1CC(OCC1)C(=O)O morpholine-2,4-dicarboxylic acid 4-tert-butyl ester